N-ethyl-N,N-dimethyl-(2-methoxyethyl)ammonium methyl-2-(1-(6-chloro-4-isopropyl-2,7-naphthyridin-1-yl)azetidin-3-yl)acetate COC(CC1CN(C1)C1=NC=C(C2=CC(=NC=C12)Cl)C(C)C)=O.C(C)[N+](C)(C)CCOC